COC=1C(=NC=NC1)C1=NC=C2N1CCNC2 3-(5-methoxypyrimidin-4-yl)-5,6,7,8-tetrahydroimidazo[1,5-a]pyrazine